COS(=O)(=O)C1=NC=CC=C1[N+](=O)[O-] 3-nitro-2-pyridylsulfonic acid methyl ester